C1(CC1)C=1C(=C2C(=NC1)N=C(N2COCC[Si](C)(C)C)C(=O)N2[C@@H](C=1C=CC=NC1CC2)C)C (R)-(6-cyclopropyl-7-methyl-1-((2-(trimethylsilyl)ethoxy)methyl)-1H-imidazo[4,5-b]pyridin-2-yl)(5-methyl-7,8-dihydro-1,6-naphthyridin-6(5H)-yl)methanone